CC1=C(C=C(C=C1)C=1OC(=CC1)C)NCC=O 2-((2-methyl-5-(5-methylfuran-2-yl)phenyl)amino)ethan-1-one